N-(4-((5-(4-(1H-imidazol-1-yl)phenyl)-1H-pyrazol-3-yl)amino)-3-methylphenyl)acetamide N1(C=NC=C1)C1=CC=C(C=C1)C1=CC(=NN1)NC1=C(C=C(C=C1)NC(C)=O)C